N-(1-(5-(3-cyano-6-((1-methyl-1H-imidazol-4-yl)methoxy)pyrazolo[1,5-a]pyridin-4-yl)pyridin-2-yl)-4-methylpiperidin-4-yl)picolinamide C(#N)C=1C=NN2C1C(=CC(=C2)OCC=2N=CN(C2)C)C=2C=CC(=NC2)N2CCC(CC2)(C)NC(C2=NC=CC=C2)=O